COC(=O)C=1N=CC2=CC(=CC=C2C1O)OC1=CC=CC=C1 4-hydroxy-7-phenoxyl-isoquinoline-3-carboxylic acid methyl ester